6-Bromo-1-chloro-3-(ethylthio)-5-fluoro-7,9-dihydrofurano[3,4-f]quinazoline BrC=1C2=C(C=3C(=NC(=NC3C1F)SCC)Cl)COC2